O=C1[C@@H](N=C(C2=C(N1CCC(=O)O)C=CC(=C2)C2=CC=CC=C2)C2=CC=CC=C2)C(CC)CC (S)-3-(2-oxo-3-(pent-3-yl)-5,7-diphenyl-2,3-dihydro-1H-benzo[e][1,4]diazepin-1-yl)propionic acid